ClC=1C(N(C(=CC1OC([2H])([2H])C1=NC=C(C=C1F)F)C)C1=CC(=NC=C1C)C1=NC(=NC=C1)C(C(=O)N)(C)C)=O (R)-2-(4-(3-chloro-4-((3,5-difluoropyridin-2-yl)methoxy-d2)-5',6-dimethyl-2-oxo-2H-[1,4'-bipyridin]-2'-yl)pyrimidin-2-yl)-2-methylpropanamide